C(C(C)C)C1=CC=C(C=C1)C(C(=O)NNS(=O)(=O)C1=CC=C(C=C1)C1=CC=C(C=C1)C)C N'-(2-(4-isobutylphenyl)propanoyl)-4'-methyl-[1,1'-biphenyl]-4-sulfonohydrazide